FC1=CC=CC=2COC[C@H]3CCCN3CCOC3=CC=C(C4=NNC5=CN=C(C12)C=C45)C=C3 (13R)-21-fluoro-6,15-dioxa-9,24,27,28-tetraazahexacyclo[21.5.2.22,5.09,13.017,22.026,29]dotriaconta-1(28),2,4,17(22),18,20,23,25,29,31-decaene